4-[dioxo(vinyl)-λ6-sulfanyl]-1-(pyridin-2-yl)piperazine O=S(N1CCN(CC1)C1=NC=CC=C1)(C=C)=O